2-(2-hydroxyethyl)-2,3-dihydro-1H-indene-4-carbonitrile OCCC1CC=2C=CC=C(C2C1)C#N